ON=NC1=CC=C(C(=O)O)C=C1 p-hydroxyAzObenzoic acid